BrC1=C(OCC(=O)OCC)C=CC(=C1)SCN1N=CN(C1=O)C1=CC=C(C=C1)Br Ethyl 2-(2-bromo-4-(((4-(4-bromo-phenyl)-5-oxo-4,5-dihydro-1H-1,2,4-triazol-1-yl)methyl)thio)phenoxy)-acetate